BrC1=CC=CC2=C(C=CC=C12)C(=O)OC(=O)C=1C=CC=C2C(=CC=CC12)Br 4-bromo-8-naphthalic anhydride